C(CCCC)N1C(C2=CC=CC=C2C(=N1)C(=O)N1CCN(CC1)C1=NC=C(C=C1)C(F)(F)F)=O 2-pentyl-4-[[4-[5-(trifluoromethyl)-2-pyridinyl]-1-piperazinyl]carbonyl]-1(2H)-phthalazinone